1-(1-(4-chloro-2-fluorophenyl)piperidin-4-yl)-1,3-dihydro-2H-imidazol-2-one ClC1=CC(=C(C=C1)N1CCC(CC1)N1C(NC=C1)=O)F